O1CCN(CC1)[C@@H]1[C@H](COC1)NC(=O)C1=NC=CN=C1 N-((3r,4r)-4-morpholinotetrahydrofuran-3-yl)pyrazine-2-carboxamide